FC1([C@H](CN(CC1)[C@H](C(=O)NC1=NC=C(C=C1)OC1=C(C=C(C=C1)F)F)C)[C@@H]1CNC(CC1)=O)F (S)-2-((3S,3'R)-4,4-difluoro-6'-oxo-[3,3'-bipiperidin]-1-yl)-N-(5-(2,4-difluorophenoxy)pyridin-2-yl)propanamide